Cl.C1(=CC=CC=C1)C[C@H](N)B1OC2[C@@](O1)(C[C@H]1C([C@@H]2C1)(C)C)C (1R)-2-phenyl-1-((4S,6S,7aS)-5,5,7a-trimethylhexahydro-4,6-methanobenzo[d][1,3,2]dioxaborol-2-yl)ethan-1-amine hydrochloride